COC1=NC(=NC(=C1)OC)N1CC2C(C1)CN(C2)C(=O)O 5-(4,6-dimethoxypyrimidin-2-yl)hexahydropyrrolo[3,4-c]Pyrrole-2(1H)-carboxylic acid